C(N)(=O)C1=CC=C(C=C1)C=1C=NN2C1C=C(C=C2)C(=O)N(C)C=2C=CC(=C(C(=O)O[C@@H](C)OC(=O)OCC)C2)Cl |r| rac-1-((Ethoxycarbonyl)oxy)ethyl 5-(3-(4-carbamoylphenyl)-N-methylpyrazolo[1,5-a]pyridine-5-carboxamido)-2-chlorobenzoate